FC(S(=O)(=O)OC1=C(C=C(C=C1)C1(C(NC2=C(C(=CC=C12)F)F)=O)C1CCC(CC1)(F)F)F)(F)F 4-(3-(4,4-difluorocyclohexyl)-6,7-difluoro-2-oxoindolin-3-yl)-2-fluorophenyl trifluoromethanesulfonate